4-(6-Fluoropyridin-3-yloxy)aniline Methyl-2-(1-cyanocyclopropyl)-5-isopropyl-pyrazole-3-carboxylate COC(=O)C=1N(N=C(C1)C(C)C)C1(CC1)C#N.FC1=CC=C(C=N1)OC1=CC=C(N)C=C1